BrC=1C(=C(C(=NC1)C=1C(=NC=NC1OC)C1CC1)F)NC(OC(C)(C)C)=O tert-butyl N-[5-bromo-2-(4-cyclopropyl-6-methoxy-pyrimidin-5-yl)-3-fluoro-4-pyridyl]carbamate